tert-butyl p-{(1S,5R,6R,8R)-8-(4-amino-3-bromo-1,5,7-triaza-1H-inden-1-yl)-3,3-dimethyl-2,4-dioxabicyclo[3.3.0]oct-6-yl}benzoate NC1=C2C(=CN(C2=NC=N1)[C@@H]1C[C@@H]([C@H]2OC(O[C@@H]12)(C)C)C1=CC=C(C(=O)OC(C)(C)C)C=C1)Br